2-bromo-5-cyclopropylpyridine BrC1=NC=C(C=C1)C1CC1